1,3-dipropylpyridinium mesylate S(C)(=O)(=O)[O-].C(CC)[N+]1=CC(=CC=C1)CCC